O.O[C@@H](C(=O)O)[C@H](C(=O)O)O.N[C@@H]1[C@H](CC(C2=CC(=CC=C12)F)(C)C)O (1S,2S)-1-amino-6-fluoro-4,4-dimethyl-1,2,3,4-tetrahydronaphthalen-2-ol (2R,3R)-2,3-dihydroxysuccinate monohydrate